8-chloro-1,5-dioxo-6-(pyrimidin-4-ylamino)spiro[2H-imidazo[1,5-a]pyridine-3,4'-piperidine]-1'-carboxylic acid tert-butyl ester C(C)(C)(C)OC(=O)N1CCC2(CC1)NC(C=1N2C(C(=CC1Cl)NC1=NC=NC=C1)=O)=O